FC1=CC=C(C=C1)C1=CC2=C(N=CN=C2NC(C)C2=NC(=NO2)C)N=C1 6-(4-Fluorophenyl)-N-[1-(3-methyl-1,2,4-oxadiazol-5-yl)ethyl]pyrido[2,3-d]pyrimidin-4-amine